6-((5-(4-fluorophenyl)oxazol-2-yl)amino)-N-hydroxypyridazin-3-carboxamidine FC1=CC=C(C=C1)C1=CN=C(O1)NC1=CC=C(N=N1)C(=N)NO